OC1=CC=C(/C=C/C2=CC=3C(C4=CC=CC=C4C(C3C=C2)=O)=O)C=C1 (E)-2-(4-hydroxystyryl)-9,10-anthraquinone